tert-butyl 3-(3-ethyl-4-fluoro-6-oxo-2-(trifluoromethyl)-3,6-dihydrochromeno[7,8-d]imidazol-8-yl)pyrrolidine-1-carboxylate C(C)N1C(=NC2=C1C(=CC=1C(C=C(OC12)C1CN(CC1)C(=O)OC(C)(C)C)=O)F)C(F)(F)F